N-(2-(4-(azidomethyl)piperidin-1-yl)ethyl)-2'-(morpholinomethyl)-[1,1'-biphenyl]-4-sulfonamide N(=[N+]=[N-])CC1CCN(CC1)CCNS(=O)(=O)C1=CC=C(C=C1)C1=C(C=CC=C1)CN1CCOCC1